C(C)(=O)OC1=C2C(C(=COC2=CC(=C1)OC(C)=O)C1=CC=C(C=C1)OC)=O 3-(4-methoxyphenyl)-4-oxo-4H-chromene-5,7-diyl diacetate